(S)-tetrahydrofuran-3-yl-methanol O1C[C@@H](CC1)CO